Cl.N[C@@H]1[C@@](CCCC1)(F)C1=C(C2=NC(=CC(=C2S1)NCC=1SC=CC1)Cl)Cl 2-((1R,2S)-2-amino-1-fluorocyclohexyl)-3,5-dichloro-N-(thiophen-2-ylmethyl)thieno[3,2-b]pyridin-7-amine hydrochloride